CCCCCC(CCCCCC(CCCCCCCC)O)O eicosane-6,12-diol